COCC(C1=CC=CC=C1)N1C(C2=CC=C(C=C2C=N1)S(=O)(=O)C1=CC=C(C=C1)OC)=O 2-(2-methoxy-1-phenylethyl)-6-((4-methoxyphenyl)sulfonyl)phthalazin-1(2H)-one